1-cyclobutyl-N-(2,4-dimethoxybenzyl)methanamine C1(CCC1)CNCC1=C(C=C(C=C1)OC)OC